(R)-1-(3-(4-(1,2-dihydroxyethyl)-1-(4-(trifluoromethoxy)phenyl)-1H-pyrazolo[3,4-b]pyridin-3-yl)azetidin-1-yl)prop-2-en-1-one O[C@@H](CO)C1=C2C(=NC=C1)N(N=C2C2CN(C2)C(C=C)=O)C2=CC=C(C=C2)OC(F)(F)F